(6-(4-fluoro-1H-pyrazol-1-yl)pyridin-3-yl)(3-(4-((5-methyl-1H-pyrazol-3-yl)amino)quinazoline-2-yl)-3,8-diazabicyclo[3.2.1]octane-8-yl)methanone FC=1C=NN(C1)C1=CC=C(C=N1)C(=O)N1C2CN(CC1CC2)C2=NC1=CC=CC=C1C(=N2)NC2=NNC(=C2)C